FC=1C(=NC=C(C1C1=C(C=NC(=C1)C)C(=O)NC=1SC(=NN1)O[C@@H]1CO[C@H]2OCC[C@H]21)OC)C 3'-fluoro-N-(5-(((3S,3aS,6aR)-hexahydrofuro[2,3-b]furan-3-yl)oxy)-1,3,4-thiadiazol-2-yl)-5'-methoxy-2',6-dimethyl-[4,4'-bipyridine]-3-carboxamide